CC1(CCC1)NCC=1C=C(C=2N(C1)C=CN2)C(=O)[O-].[Li+] lithium 6-(((1-methylcyclobutyl)amino)methyl)imidazo[1,2-a]pyridine-8-carboxylate